ClC=1C=C(C=C(C1OC=1C=C2CCN(C(C2=CC1)=O)CC1=CC=C(C=C1)Cl)Cl)N1N=CC(NC1=O)=O 2-(3,5-dichloro-4-((2-(4-chlorobenzyl)-1-oxo-1,2,3,4-tetrahydroisoquinolin-6-yl)oxy)phenyl)-1,2,4-triazine-3,5(2H,4H)-dione